C1(CCCCC1)[Al](C1CCCCC1)C1CCCCC1 tri-cyclohexyl-aluminum